ClC=1C(=C(SC1C1=CC(=CC=C1)NC1CCN(CC1)S(=O)(=O)C(C)(C1=CC(=CC=C1)[N+](=O)[O-])C)C(=O)OC(C)(C)C)OCC(=O)OCC tert-butyl 4-chloro-3-(2-ethoxy-2-oxo-ethoxy)-5-[3-[[1-[1-methyl-1-(3-nitrophenyl)ethyl] sulfonyl-4-piperidyl]amino]phenyl]thiophene-2-carboxylate